C(=O)(O)COC1=C(C=C(C=C1)C=CC(=O)[O-])OC 3-(4-(carboxymethoxy)-3-methoxyphenyl)acrylate